NC=1N=C(C2=C(N1)CCN(C2=O)CC2=CC=C(C=C2)CN2CCCC2)NCCCC 2-amino-4-(butylamino)-6-(4-(pyrrolidin-1-ylmethyl)benzyl)-7,8-dihydropyrido[4,3-d]pyrimidin-5(6H)-one